3-((4-methoxyphenyl)ethynyl)isonicotinic acid COC1=CC=C(C=C1)C#CC1=C(C(=O)O)C=CN=C1